ammonium sulfate ammonium thiosulfate S(=S)(=O)([O-])[O-].[NH4+].S(=O)(=O)(O)O.[NH4+]